O[C@H]1[C@H](O[C@@]2([C@H](CCO2)C2=NC=3C=CC=C(C3C=C2)C(=O)N)[C@@H]([C@H]1N1N=NC(=C1)C1=CC(=C(C(=C1)F)F)F)O)CO ((4r,5s,7r,8r,9s,10r)-8,10-dihydroxy-7-(hydroxymethyl)-9-(4-(3,4,5-trifluorophenyl)-1H-1,2,3-triazol-1-yl)-1,6-dioxaspiro[4.5]dec-4-yl)quinoline-5-carboxamide